S1C=NC2=C1C=C(C=C2)CN (1,3-benzothiazol-6-yl)methanamine